C(C)(C)(C)N(C(O)=O)[C@H](C(=O)N[C@H](C(=O)NC1=CC=C(C=C1)C(C(=O)N1CCOCC1)O)C)C.N(=[N+]=[N-])C1=CC=C(C=C1)CC=O 4-azidobenzeneethanone tert-butyl-((2S)-1-(((2S)-1-((4-(1-hydroxy-2-morpholino-2-oxoethyl)phenyl)amino)-1-oxopropan-2-yl)amino)-1-oxopropan-2-yl)carbamate